1-[6-Bromo-1-[(4-ethoxyphenyl)ethyl]indazol-3-yl]ethanol BrC1=CC=C2C(=NN(C2=C1)CCC1=CC=C(C=C1)OCC)C(C)O